(R)-6-(3-(2,3-difluorophenyl)isoxazolidin-2-yl)-N-(4-(9-(1-fluoro-2-methylpropan-2-yl)-3,9-diazaspiro[5.5]undecane-3-yl)-2-methoxy-5-(1-methyl-1H-pyrazol-4-yl)phenyl)pyrimidine-4-amine FC1=C(C=CC=C1F)[C@@H]1N(OCC1)C1=CC(=NC=N1)NC1=C(C=C(C(=C1)C=1C=NN(C1)C)N1CCC2(CC1)CCN(CC2)C(CF)(C)C)OC